N-(4-chloro-3-(pyridin-4-yl)-1H-pyrazol-5-yl)-3-(4-chlorophenyl)propenamide ClC=1C(=NNC1NC(C=CC1=CC=C(C=C1)Cl)=O)C1=CC=NC=C1